C(C=C)C=1C(=CC(=C(C1)S(=O)(=O)N(C)C)C)O 5-allyl-4-hydroxy-N,N,2-trimethyl-benzenesulfonamide